C(C1=CC=CC=C1)N1CC=2C(CC1)=C(N(N2)C2=NC=C(C=C2)Cl)O 6-benzyl-2-(5-chloropyridin-2-yl)-4,5,6,7-tetrahydro-2H-pyrazolo[3,4-c]pyridin-3-ol